BrC=1C(=C(C=CC1)N1C(NC(CC1)=O)=O)Cl 1-(3-bromo-2-chlorophenyl)dihydropyrimidine-2,4(1H,3H)-dione